C(C1=CC=CC=C1)OC=1C=C(C=CC1OC)N1C(N(CCC1)CC1=C(C=C(C=C1)CCO)OC)=O 1-(3-(benzyloxy)-4-methoxyphenyl)-3-(4-(2-hydroxyethyl)-2-methoxybenzyl)tetrahydropyrimidin-2(1H)-one